Methyl (2R,3R)-3-Methoxy-2-methyl-3-((S)-pyrrolidin-2-yl)propanoate CO[C@H]([C@H](C(=O)OC)C)[C@H]1NCCC1